CC1=NC(=CC=C1C=1C(=C(C(=C(C1N1C2=CC=CC=C2C=2C=C(C=CC12)C1=CC=CC=C1)N1C2=CC=CC=C2C=2C=C(C=CC12)C1=CC=CC=C1)N1C2=CC=CC=C2C=2C=C(C=CC12)C1=CC=CC=C1)C=1SC2=C(N1)C=CC=C2)N2C1=CC=CC=C1C=1C=C(C=CC21)C2=CC=CC=C2)C 2-(3-(2,6-dimethylpyridin-3-yl)-2,4,5,6-tetrakis(3-phenyl-9H-carbazol-9-yl)phenyl)benzo[d]thiazole